(1aR,5aR)-2-(2,4-Difluoro-phenyl)-1a,2,5,5a-tetrahydro-1H-2,3-diaza-cyclopropa[a]pentalene-4-carboxylic acid (6-methyl-pyridin-2-ylmethyl)-amide CC1=CC=CC(=N1)CNC(=O)C=1C=2C[C@@H]3[C@H](C2N(N1)C1=C(C=C(C=C1)F)F)C3